3-[8-(2-chlorophenyl)-9-(4-chlorophenyl)-6-[4-(trifluoromethyl)-1-piperidinyl]purin-2-yl]oxypropan-1-ol ClC1=C(C=CC=C1)C=1N(C2=NC(=NC(=C2N1)N1CCC(CC1)C(F)(F)F)OCCCO)C1=CC=C(C=C1)Cl